1,2-dihydroxylbenzene OC1=C(C=CC=C1)O